bis-(2-hydroxy-5-chlorophenyl) sulfide OC1=C(C=C(C=C1)Cl)SC1=C(C=CC(=C1)Cl)O